ClC1=C(C=C(C=C1)F)C1(NC(C=2C3=CN(N=C3C=C(C21)NC(C2=CC(=CC(=C2)C(F)(F)F)F)=O)C)=O)O N-(6-(2-chloro-5-fluorophenyl)-6-hydroxy-2-methyl-8-oxo-2,6,7,8-tetrahydropyrrolo[3,4-e]indazol-5-yl)-3-fluoro-5-(trifluoromethyl)benzamide